C1(CC1)S(=O)(=O)C=1C=C(C=CC1C1=CN=C(S1)[C@@H]1CC[C@H](CC1)NC(=O)OC(C)C)NC1=NN(C2=CC=CC=C12)C(=O)OC(C)(C)C Tert-butyl trans-3-((3-(cyclopropylsulfonyl)-4-(2-(4-((isopropoxycarbonyl) amino) cyclohexyl) thiazol-5-yl) phenyl) amino)-1H-indazole-1-carboxylate